5-chloro-2-(4,4-difluoroazepan-1-yl)-N-(4-fluoro-3-(methylsulfinyl)phenyl)-4-(trifluoromethyl)benzamide ClC=1C(=CC(=C(C(=O)NC2=CC(=C(C=C2)F)S(=O)C)C1)N1CCC(CCC1)(F)F)C(F)(F)F